2-((1r,4r)-4-(imidazo[1,2-a]quinoxalin-1-yl)cyclohexyl)acetonitrile C1(=CN=C2N1C1=CC=CC=C1N=C2)C2CCC(CC2)CC#N